FC1=CC=C(C=C1)C1=CC(=C(C=C1)NC(OC(C)(C)C)=O)NC(C1=CC=C(C=C1)S(=O)(=N)C1=NC=C(C=C1)F)=O tert-butyl N-[4-(4-fluorophenyl)-2-[[4-[(5-fluoro-2-pyridyl)sulfonimidoyl]benzoyl]amino]phenyl]carbamate